C(C)(C)(C)C=1C=CC=2CC3=CC=C(C=C3N(C2C1)C1=CC=CC=C1)C(C)(C)C 3,6-di-t-butyl-10-phenylacridine